2-(3-(Methoxymethyl)-4-((1-(methylsulfonyl)piperidin-4-yl)methoxy)benzyl)-isoindoline COCC=1C=C(CN2CC3=CC=CC=C3C2)C=CC1OCC1CCN(CC1)S(=O)(=O)C